CS(=O)(=O)NCC(=O)N 2-methanesulfonylaminoacetamide